COC(C(=O)[O-])C.[Zn+2].COC(C(=O)[O-])C zinc (II) methoxypropionate